ethyl-ε-caprolactam C(C)C1C(=O)NCCCC1